1-(1-benzyl-3-isopropyl-2-oxo-1,2,3,4-tetrahydroquinolin-6-yl)-3-(tert-butyl)urea C(C1=CC=CC=C1)N1C(C(CC2=CC(=CC=C12)NC(=O)NC(C)(C)C)C(C)C)=O